C1(CC1)C(=O)N1C=2C=CC(=NC2CCC1)C1(CC1)NC(C1=CC=C(C=C1)F)=O N-{1-[5-(cyclopropanecarbonyl)-5,6,7,8-tetrahydro-1,5-naphthyridin-2-yl]cyclopropyl}-4-fluorobenzamide